2-[(5-cyclopropyl-4-phenyl-4H-1,2,4-triazol-3-yl)sulfanyl]-N-(2-methylcyclohexyl)propanamide C1(CC1)C=1N(C(=NN1)SC(C(=O)NC1C(CCCC1)C)C)C1=CC=CC=C1